CC1=CC(=NC=C1C(F)(F)F)C1=CNC(C=2C=CC=NC12)=O 8-(4-Methyl-5-(trifluoromethyl)pyridin-2-yl)-1,6-naphthyridin-5(6H)-one